[Si](C)(C)(C(C)(C)C)OC=1C=C(C(=O)O)C=C(C1O[Si](C)(C)C(C)(C)C)O[Si](C)(C)C(C)(C)C 3,4,5-Tris(t-butyldimethylsilyloxy)benzoic acid